2-butyl-4-chloro-1-(2,4-difluorobenzyl)-1H-imidazole-5-carbaldehyde C(CCC)C=1N(C(=C(N1)Cl)C=O)CC1=C(C=C(C=C1)F)F